ethyl (E)-5-amino-5-methylhex-2-enoate hydrochloride Cl.NC(C/C=C/C(=O)OCC)(C)C